tert-butyl 3-(5-hydroxy-7-(trifluoromethyl)-1,3-benzodiazol-1-yl)azetidine-1-carboxylate OC1=CC2=C(N(C=N2)C2CN(C2)C(=O)OC(C)(C)C)C(=C1)C(F)(F)F